6-methoxy-5-morpholino-2-((3-(trifluoromethyl)pyridin-2-yl)methyl)-2,3-dihydro-1H-inden-1-one COC1=C(C=C2CC(C(C2=C1)=O)CC1=NC=CC=C1C(F)(F)F)N1CCOCC1